N1(CCCC1)CCN1N=CC(=C1)C1=CC=C(C=C1)CN 1-(4-{1-[2-(pyrrolidin-1-yl)ethyl]-1H-pyrazol-4-yl}phenyl)methanamine